2-hydroxy-2-sulfinatoacetic acid-disodium salt [Na+].[Na+].OC(C(=O)O)S(=O)[O-].OC(C(=O)O)S(=O)[O-]